NC1CCC(CC1)CCNC(OCC1=CC=CC=C1)=O Benzyl {2-[(1r,4r)-4-aminocyclohexyl]ethyl}carbamate